1-(4-methoxyphenyl)-3-(2-methylphenyl)propan-1-one (1S,6R,8aR)-1,4,4,6-tetramethyloctahydro-1H-5,8a-methanoazulen-6-yl-acetate C[C@H]1CCC2C(C3[C@@](CC[C@@]12C3)(C)CC(=O)O)(C)C.COC3=CC=C(C=C3)C(CCC3=C(C=CC=C3)C)=O